6-azaspiro[3.4]octane-2,5-dione C1C(CC12C(NCC2)=O)=O